C(C1=CC=CC=C1)N1CC(N2C1=C(C(=C(C2=O)Cl)CC2=C1C=CN=CC1=CC=C2)C2=CC(=CC=C2)C(F)(F)F)C(=O)O 1-benzyl-6-chloro-7-(isoquinolin-5-ylmethyl)-5-oxo-8-(3-(trifluoromethyl)phenyl)-1,2,3,5-tetrahydroimidazo[1,2-a]pyridine-3-carboxylic acid